FC=1C(=C(N)C=CC1)SC 3-fluoro-2-(methylsulfanyl)aniline